2-(6-(4-(5-(4-chloro-3-fluorophenyl)-8,8-dimethyl-5,6,7,8-tetrahydro-1,5-naphthyridine-2-carbonyl)-3,3-dimethylpiperazin-1-yl)pyridin-3-yl)acetic acid ClC1=C(C=C(C=C1)N1C=2C=CC(=NC2C(CC1)(C)C)C(=O)N1C(CN(CC1)C1=CC=C(C=N1)CC(=O)O)(C)C)F